6-[8-(1,3-benzothiazol-2-ylcarbamoyl)-3,4-dihydroisoquinolin-2(1H)-yl]-3-{3-[(3,3-dimethylcyclohexyl)(methyl)amino]-2-methylphenyl}pyridine-2-carboxylic acid S1C(=NC2=C1C=CC=C2)NC(=O)C=2C=CC=C1CCN(CC21)C2=CC=C(C(=N2)C(=O)O)C2=C(C(=CC=C2)N(C)C2CC(CCC2)(C)C)C